thiophen-5-amine hydrochloride Cl.S1C=CC=C1N